ClC1NC=CC=C1C=O 2-chloro-1,2-dihydropyridine-3-carbaldehyde